2-chloro-5-iodo-3-methylpyrazine ClC1=NC=C(N=C1C)I